ClC1=CC(=CC(=N1)N1C(C2=CC(=CC=C2C1)C1(COC1)CC1=NN=CN1C)=O)[C@@H](C)NC1CCCC1 (R)-2-(6-Chloro-4-(1-(cyclopentylamino)ethyl)pyridin-2-yl)-6-(3-((4-methyl-4H-1,2,4-triazol-3-yl)methyl)oxetan-3-yl)isoindolin-1-one